CN1C[C@H]([C@H](CC1)NC1=CC=CC2=C1SC(=C2CC(F)(F)F)C#CCNC2=C(C=C(C=C2)P(C)(C)=O)OC)C (4-((3-(7-(((3R,4S)-1,3-dimethylpiperidin-4-yl)amino)-3-(2,2,2-trifluoroethyl)benzo[b]thiophen-2-yl)prop-2-yn-1-yl)amino)-3-methoxyphenyl)dimethylphosphine oxide